CC1(CCC(CC1)C1=CC=C(C=C1)NC1CCC(CC1)C(=O)N(C)C)C 4-((4-(4,4-Dimethylcyclohexyl)phenyl)amino)-N,N-dimethylcyclohexane-1-carboxamide